(S)-5-((s)-5H-imidazo[5,1-a]isoindol-5-yl)-2,2-dimethylcyclopentan-1-ol C=1N=CN2C1C1=CC=CC=C1[C@@H]2C2CCC([C@H]2O)(C)C